methyl 6-methoxy-2-((1R,2R)-2-methyl-4-oxocyclohexyl)-2H-indazole-5-carboxylate COC=1C(=CC2=CN(N=C2C1)[C@H]1[C@@H](CC(CC1)=O)C)C(=O)OC